BrC(CC)C1=CC(=NO1)C 5-(1-Bromopropyl)-3-methylisoxazole